5-Methoxy-3-nitro-1H-pyrrolo[3,2-b]pyridine COC1=CC=C2C(=N1)C(=CN2)[N+](=O)[O-]